CC1=CC=C(C=C1)S(=O)(=O)C(C#N)C 2-(4-methylbenzenesulfonyl)propionitrile